COC1=C(C=C2CCN3C(C2=C1)=CC(=NC3=O)N(C3=C(C=C(C=C3C)C)C)CCN3C(NCC3)=O)OC([2H])([2H])[2H] 10-methoxy-9-(methoxy-d3)-2-[[2-(2-oxo-imidazolin-1-yl)-ethyl]-(2,4,6-trimethyl-phenyl)-amino]-6,7-dihydro-pyrimido[6,1-a]isoquinolin-4-one